N[C@H]1C[C@H](C1)OC1=CC(=C2C(=N1)C(=CS2)C(=O)NC)C(F)(F)F 5-(cis-3-aminocyclobutoxy)-N-methyl-7-(trifluoromethyl)thieno[3,2-b]pyridine-3-carboxamide